FC=1C(=CC(=NC1)OC)C1=CC(=NN1)C(=O)N1C2(CC2)C[C@H](CC1)C(=O)N[C@H]1C[C@@](CCC1)(C(F)(F)F)O (S)-4-(5-(5-fluoro-2-methoxypyridin-4-yl)-1H-pyrazole-3-carbonyl)-N-((1r,3S)-3-hydroxy-3-(trifluoromethyl)cyclohexyl)-4-azaspiro[2.5]octane-7-carboxamide